OC1=CC=C(C=C1)[C@H](CC(=O)OC)C#CC methyl (3S)-3-(4-hydroxy-phenyl)-hex-4-ynoate